tert-butyl-N-(3-bromopropyl)-N-(2-phenylethyl)carbamate C(C)(C)(C)OC(N(CCC1=CC=CC=C1)CCCBr)=O